2,3,4-trimethyl-benzophenone CC1=C(C(=O)C2=CC=CC=C2)C=CC(=C1C)C